[(1S)-1-(5-fluoro-2-pyridyl)ethyl]methanesulfonate FC=1C=CC(=NC1)[C@H](C)CS(=O)(=O)[O-]